1-[3-[6-(propylamino)imidazo[1,2-b]pyridazin-3-yl]phenyl]eth-anone C(CC)NC=1C=CC=2N(N1)C(=CN2)C=2C=C(C=CC2)C(C)=O